6-((4-methoxybenzyl)oxy)-5-methylnaphthalen-2-amine COC1=CC=C(COC=2C(=C3C=CC(=CC3=CC2)N)C)C=C1